C(C)(=O)C=1C=C2CC(N3C2=C(C1)OCCC3)=O 9-acetyl-3,4-dihydro-2H-[1,4]oxazepino[2,3,4-hi]indol-6(7H)-one